(3-((4-((S)-2-Azido-1-methoxypropan-2-yl)-6-chloro-2,7-naphthyridin-1-yl)oxy)azetidin-1-yl)((1R,2R)-2-fluorocyclopropyl)methanone N(=[N+]=[N-])[C@@](COC)(C)C1=CN=C(C2=CN=C(C=C12)Cl)OC1CN(C1)C(=O)[C@@H]1[C@@H](C1)F